[Br-].CC=1C=C(C=C(C1)C)CP (3,5-dimethylphenyl)methylphosphine bromide